C(C)(C)(C)OC(=O)N1CC2=C(C(=C(C=C2CC1C(=O)O)I)O)I 2-(tert-butoxycarbonyl)-7-hydroxy-6,8-diiodo-1,2,3,4-tetrahydroisoquinoline-3-carboxylic acid